5-Bromo-3-imino-1-tritylindolin-2-one BrC=1C=C2C(C(N(C2=CC1)C(C1=CC=CC=C1)(C1=CC=CC=C1)C1=CC=CC=C1)=O)=N